FC(C1=NN=C(O1)C1=CC(=C(CN(C(=O)Cl)C2=CC=CC=C2)C=C1)F)F (4-(5-(difluoromethyl)-1,3,4-oxadiazol-2-yl)-2-fluorobenzyl)(phenyl)carbamoyl chloride